N-linoleoyl-proline C(CCCCCCC\C=C/C\C=C/CCCCC)(=O)N1[C@@H](CCC1)C(=O)O